C1(CC1)C1=C(C=C(C=N1)C1=CC(=C2C(=N1)N=C(N2)C=2N=CC(=NC2)N2CCC(CC2)OCC(=O)[O-])N(C)CC(COC)(C)C)C(F)(F)F.[Na+] Sodium {[1-(5-{5-[6-cyclopropyl-5-(trifluoromethyl)pyridin-3-yl]-7-[(3-methoxy-2,2-dimethylpropyl) (methyl)amino]-1H-imidazo[4,5-b]pyridin-2-yl}pyrazin-2-yl)piperidin-4-yl]oxy}acetate